(S)-3-aminohexan-1-ol hydrochloride Cl.N[C@H](CCO)CCC